C1(=CC=CC=C1)C(\C=C\C=1SC=CC1)=O (E)-1-phenyl-3-(thiophene-2-yl)prop-2-en-1-one